(2-(4,4-dimethyl-1,4-dihydroquinazolin-2-yl)thiazol-4-yl)-3-fluorobenzoic acid CC1(N=C(NC2=CC=CC=C12)C=1SC=C(N1)C1=C(C(=O)O)C=CC=C1F)C